N-(2-((1-hydroxy-2-methylpropan-2-yl)amino)-6-methyl-pyrimidin-4-yl)-4-(N-(3-methyl-oxetan-3-yl)sulfamoyl)-2-(6-azaspiro[2.5]octan-6-yl)benzamide OCC(C)(C)NC1=NC(=CC(=N1)NC(C1=C(C=C(C=C1)S(NC1(COC1)C)(=O)=O)N1CCC2(CC2)CC1)=O)C